OC1=C(C=CC(=C1)C(F)(F)F)C1=C(N=C(N=N1)N1CC[C@H]2CCC[C@@H]([C@@H]12)O)C (3aR,7S,7aS)-1-(6-(2-hydroxy-4-(trifluoromethyl)phenyl)-5-methyl-1,2,4-triazin-3-yl)octahydro-1H-indol-7-ol